C[C@@H]1O[C@H](CN(C1)C1=CC=C(C(=N1)C)C1(CC2(C1)CC(C2)N)N)C 2-(6-((2S,6S)-2,6-dimethylmorpholino)-2-methylpyridin-3-yl)spiro[3.3]heptane-2,6-diamine